F[C@@H]1CN(CC[C@H]1NC1=NN2C(C(=N1)OC)=C(C=C2)C=2C=CC1=C(N(N=N1)CCF)C2)CCOC N-((3R,4R)-3-fluoro-1-(2-methoxyethyl)piperidin-4-yl)-5-(1-(2-fluoroethyl)-1H-benzo[d][1,2,3]triazol-6-yl)-4-methoxypyrrolo[2,1-f][1,2,4]triazin-2-amine